[Pd+2].C(C=C)C1=CC=C(C=2OC3=C(C=CC=C3C(C12)(C)C)P(C1=CC=CC=C1)C1=CC=CC=C1)P(C1=CC=CC=C1)C1=CC=CC=C1 allyl-[4,5-bis(diphenylphosphino)-9,9-dimethylxanthene] palladium (II)